C1(CC1)[C@H]1N(C2=NC=C(C=C2CC1)CC)S(=O)(=O)C=1C=CC(=C(CO)C1)OCC1CCOCC1 (S)-5-((2-cyclopropyl-6-ethyl-3,4-dihydro-1,8-naphthyridin-1(2H)-yl)sulfonyl)-2-((tetrahydro-2H-pyran-4-yl)methoxy)benzyl alcohol